N-BOC-azetidine-3-sulfonyl chloride C(=O)(OC(C)(C)C)N1CC(C1)S(=O)(=O)Cl